6-fluoro-1-((E)-3-((2R,3S)-3-hydroxypiperidin-2-yl)allyl)-1H-indole-3-carboxylic acid FC1=CC=C2C(=CN(C2=C1)C\C=C\[C@H]1NCCC[C@@H]1O)C(=O)O